6-[6-amino-1-[(3-methyl-4-nitro-phenyl)methyl]pyrazolo[3,4-d]pyrimidine-4-yl]pyridine-2-carbonitrile NC1=NC(=C2C(=N1)N(N=C2)CC2=CC(=C(C=C2)[N+](=O)[O-])C)C2=CC=CC(=N2)C#N